tricyclodecyl-ammonium C1(CCCCCCCCC1)[NH+](C1CCCCCCCCC1)C1CCCCCCCCC1